FC=1C(=CC=2C[C@H]3OCCN([C@H]3C2C1)C(=O)OC(C)(C)C)O tert-butyl (4aS,9aR)-6-fluoro-7-hydroxy-2,3,9,9a-tetrahydroindeno[2,1-b][1,4]oxazine-4(4aH)-carboxylate